[Zr].[Nb].[Ti].[Ta] tantalum titanium niobium zirconium